C(C1=CC=CC=C1)ON1C(C2(C1)NC(CC2)CN[C@H](C(=O)N)[C@@H](C)O)=O (2S,3R)-2-(((2-(benzyloxy)-1-oxo-2,5-diazaspiro[3.4]octan-6-yl)methyl)amino)-3-hydroxybutyramide